allyldichloromethylsilane C(C=C)[SiH2]C(Cl)Cl